N(=[N+]=[N-])C(C(=O)OC)=CC1=C(C=CC(=C1)OC1=CC=CC=C1)Cl methyl 2-azido-3-(2-chloro-5-phenoxyphenyl)prop-2-enoate